CS(=O)(=O)[O-].NC1=C(C=CC=C1)C1=CC=CC=C1.[Pd+2].CS(=O)(=O)[O-] palladium (2-amino-1,1-biphenyl) methanesulfonate